CC1(N(C(CC(C1)OC(CCCCCCCCC(=O)OC1CC(N(C(C1)(C)C)OCCCCCCCC)(C)C)=O)(C)C)OCCCCCCCC)C bis(2,2,6,6-tetramethyl-1-octyloxypiperidin-4-yl)-1,10-decanedioate